CN1N=C(C=C1OB(O)O)C(F)(F)F (1-methyl-3-trifluoromethyl-1H-pyrazol-5-yl)boric acid